C(C)(C)NC(O[C@H]1C[C@H](CC1)C=1NN=C(C1)NC(=O)C=1N(N=C(C1)COC1=C(C(=CC=C1)OCC1=CC=C(C=C1)OC)C1OCCO1)C)=O (1R,3S)-3-(5-{5-[2-(1,3-dioxolan-2-yl)-3-[(4-methoxyphenyl)methoxy]phenoxy-methyl]-2-methylpyrazole-3-amido}-2H-pyrazol-3-yl)cyclopentyl N-isopropylcarbamate